FC(CO[C@H]1CC[C@H](CC1)NC=1N=CC2=C(N1)NC=C2C2=NC=1N(C=C2)N=CC1)F N-(cis-4-(2,2-Difluoroethoxy)cyclohexyl)-5-(pyrazolo[1,5-a]pyrimidin-5-yl)-7H-pyrrolo[2,3-d]pyrimidin-2-amine